CC(C(C)C)(O[Bi](OC(C(C)C)(C)C)OC(C(C)C)(C)C)C Tris(1,1,2-trimethylpropyloxy)bismuth